N-(3,4-dichlorophenyl)-3-methoxy-6,7,8,9-tetrahydro-5H-6,9-epiminocyclohepta[c]-pyridine-10-carboxamide ClC=1C=C(C=CC1Cl)NC(=O)N1C2CC3=C(C=NC(=C3)OC)C1CC2